(6aS,9aS)-2-amino-7,8,9,9a-tetrahydrocyclopenta[5,6]pyrano[4,3-b]pyridin NC1=CC=C2C(=N1)[C@H]1[C@@H](OC2)CCC1